2-methylsulfanyl-N6-hydroxy-N-pentanoyl-carbamoyladenine CSC1=NC(=C2NC(=NC2=N1)C(N)=O)N(C(CCCC)=O)O